FC=1C=C(C=C(C1)F)N1CCN(CC1)C(=O)[O-] 4-(3,5-difluorophenyl)piperazine-1-carboxylate